3-bromo-5-(3-chloro-5-fluorophenoxy)-1-(trideuteriomethyl)-1,2,4-triazole BrC1=NN(C(=N1)OC1=CC(=CC(=C1)F)Cl)C([2H])([2H])[2H]